C(C)(C)(C)OC(CN1N=C(C(=CC1=O)C1=C(C=CC(=C1)Cl)C(C)=O)OC)=O 2-(4-(2-acetyl-5-chlorophenyl)-3-methoxy-6-oxopyridazin-1(6H)-yl)acetic acid tert-butyl ester